BrC1=C(C=C(C=C1C(C)C)CO)C1=CC(=NC=C1)F (4-bromo-3-(2-fluoropyridin-4-yl)-5-isopropylphenyl)methanol